2-{3-[(2R,6S)-2,6-Dimethylmorpholin-4-carbonyl]-5,6-dihydrocyclopenta[c]pyrazol-1(4H)-yl}-1-[4-(4-fluoro-2-methylphenyl)piperazin-1-yl]ethan-1-on C[C@@H]1CN(C[C@@H](O1)C)C(=O)C=1C2=C(N(N1)CC(=O)N1CCN(CC1)C1=C(C=C(C=C1)F)C)CCC2